BrC1=C2C(=CN=C1)NC(=C2)C(=O)N(C)[C@@H]2COCC=1NC(C=3C=C(C(=CC3C12)F)F)=O (S)-4-bromo-N-(8,9-difluoro-6-oxo-1,4,5,6-tetrahydro-2H-pyrano[3,4-c]isoquinolin-1-yl)-N-methyl-1H-pyrrolo[2,3-c]pyridine-2-carboxamide